ethyl 2-[5-(aminomethyl)-1-(4-chloro-3-fluorophenyl)-1,2,4-triazol-3-yl]acetate NCC1=NC(=NN1C1=CC(=C(C=C1)Cl)F)CC(=O)OCC